N[C@@H]1CN(CC[C@H]1F)C1=NC2=C(N1CC(=O)N1C3C(CCC1)COCC3)C=C(C(=C2)F)F 2-(2-((3r,4r)-3-amino-4-fluoropiperidin-1-yl)-5,6-difluoro-1H-benzo[d]imidazol-1-yl)-1-(octahydro-1H-pyrano[4,3-b]pyridin-1-yl)ethanone